FC1=C(SC(=C1)C(C)(C)O)[S@](=O)(N)=NC(NC1=C2C(=NC3=C1CCC3)CCC2)=O (S)-3-fluoro-N'-((1,2,3,5,6,7-hexahydrodicyclopenta[b,e]pyridin-8-yl)carbamoyl)-5-(2-hydroxypropan-2-yl)thiophene-2-sulfonimidamide